hexahydropyrimidinyl-thiazolidine N1(CNCCC1)C1SCCN1